COC=1C=C(CSC2=C3N=CNC3=NC=N2)C=CC1 6-((3-Methoxybenzyl)thio)-9H-purin